(2-(difluoromethoxy)pyridin-3-yl)-9-(4-(1-methyl-4-(trifluoromethyl)-1H-imidazol-2-yl)benzyl)-6-(methylamino)-7,9-dihydro-8H-purin-8-one FC(OC1=NC=CC=C1C1=NC(=C2NC(N(C2=N1)CC1=CC=C(C=C1)C=1N(C=C(N1)C(F)(F)F)C)=O)NC)F